3-(3-Chloro-4-fluorophenyl)-1-(2-methoxypyridin-4-yl)-1-((5,6,8,9-tetrahydro-[1,2,4]triazolo[4,3-d][1,4]oxazepin-3-yl)methyl)urea ClC=1C=C(C=CC1F)NC(N(CC1=NN=C2N1CCOCC2)C2=CC(=NC=C2)OC)=O